cyclohexylmaleic amide C1(CCCCC1)/C(/C(=O)N)=C/C(=O)O